(S)-2-((4-((2-hydroxy-1-phenylethyl)amino)-5-(5-(pyridin-2-yl)-1,3,4-oxadiazol-2-yl)pyridin-2-yl)amino)-7,7-dimethyl-6,7-dihydro-5H-pyrrolo[3,4-b]pyridin-5-one OC[C@H](C1=CC=CC=C1)NC1=CC(=NC=C1C=1OC(=NN1)C1=NC=CC=C1)NC1=CC=C2C(=N1)C(NC2=O)(C)C